[C@H]12[C@@H](C[C@H](C=C1)O2)CNCC=2C=CC=1N(C2)C=C(N1)CNC(=O)C=1N=C2N(C(C1)=O)C=CC=C2 |r| rac-N-({6-[({[(1R,2S,4R)-7-oxabicyclo[2.2.1]hept-5-en-2-yl]methyl}amino)methyl]imidazo[1,2-a]pyridin-2-yl}methyl)-4-oxo-4H-pyrido[1,2-a]pyrimidine-2-carboxamide